1-(2-naphthyl)-methyl-tris(dimethylamino)tin C1=C(C=CC2=CC=CC=C12)C[Sn](N(C)C)(N(C)C)N(C)C